C1(CC1)C1=NOC=C1C1=NOC(=N1)C1CC12C(CN(CC2)S(=O)(=O)N)F 1-[3-(3-cyclopropyl-isoxazol-4-yl)-1,2,4-oxadiazol-5-yl]-4-fluoro-6-azaspiro[2.5]octane-6-sulfonamide